Propionic acid-d4 C(C(C([2H])[2H])([2H])[2H])(=O)O